(Z)-N-(4-fluorophenyl)-3-(3-(naphthalen-2-yl)-1-phenyl-1H-pyrazol-4-yl)acrylamide FC1=CC=C(C=C1)NC(\C=C/C=1C(=NN(C1)C1=CC=CC=C1)C1=CC2=CC=CC=C2C=C1)=O